Cl.Cl.FC1=CN=C(S1)CC1=C(C2=NC=CC(=C2S1)N)C [(5-fluoro-1,3-thiazol-2-yl)methyl]-3-methylthieno[3,2-b]pyridin-7-amine dihydrochloride